1,5-Diferuloylquinic acid COC1=C(C=CC(=C1)/C=C/C(=O)O[C@@H]2C[C@](C[C@H]([C@@H]2O)O)(C(=O)O)OC(=O)/C=C/C3=CC(=C(C=C3)O)OC)O